4-(4-(hydroxymethyl)-5-methylthiazol-2-yl)morpholin-3-one OCC=1N=C(SC1C)N1C(COCC1)=O